5H-pyrazino[1,2-a]pyrido[3,2-e]pyrazin-6(6aH)-one N1=CC=CC=2NC(C3N(C21)C=CN=C3)=O